FC1=C(C=C(C=C1)CN1CCCCC1)O 1-[(4-fluoro-3-hydroxyphenyl)methyl]piperidin